(p-toluenesulfonyloxyimino)-phenylacetonitrile CC1=CC=C(C=C1)S(=O)(=O)ON=C(C#N)C1=CC=CC=C1